FC=1C=C(C=C(C1)C)N1C(=NC2=C1C=C(C(=C2)C)C)N2CCC(CC2)C(=O)NC2COCC2 1-(1-(3-fluoro-5-methylphenyl)-5,6-dimethyl-1H-benzo[d]imidazol-2-yl)-N-(tetrahydrofuran-3-yl)piperidine-4-carboxamide